N-(4-((S)-2-(2,3-Difluorophenyl)propyl)-6-(((R)-1-hydroxy-4-methylpentan-2-yl)amino)-1,3,5-triazin-2-yl)methanesulfonamide FC1=C(C=CC=C1F)[C@H](CC1=NC(=NC(=N1)N[C@@H](CO)CC(C)C)NS(=O)(=O)C)C